NC1=NC=2C=CC=CC2C2=C1N=CN2[C@@H](CC2=CC=C(OCCN1N=NC(=C1)COCCOCCOCCOCC(=O)O)C=C2)COCC (S)-1-(1-(2-(4-(2-(4-amino-1H-imidazo[4,5-c]quinolin-1-yl)-3-ethoxypropyl)phenoxy)ethyl)-1H-1,2,3-triazol-4-yl)-2,5,8,11-tetraoxatridecane-13-oic acid